3-chloro-2H-1,2,4-triazole ClC=1NN=CN1